2-((benzyloxy)carbonyl)-3-(4-bromophenyl)-5-ethoxycyclohexane-1-carboxylic acid C(C1=CC=CC=C1)OC(=O)C1C(CC(CC1C1=CC=C(C=C1)Br)OCC)C(=O)O